C1(=CC=CC=C1)[C@H]1CCN2N=C(N=C21)C(=O)N[C@H]2COC1=C(N(C2=O)C)C=CC=C1 (7R)-7-phenyl-N-[(3S)-5-methyl-4-oxo-2,3-dihydro-1,5-benzoxazepine-3-yl]-6,7-dihydro-5H-pyrrolo[1,2-b][1,2,4]Triazole-2-carboxamide